C(#C)C1=NN(C2=CC=C(C=C12)C1=C(N(N=C1)C)OCCN(C(OC(C)(C)C)=O)CC=1N(N=C(C1I)C)C)C1OCCCC1 tert-butyl N-[2-[4-(3-ethynyl-1-tetrahydropyran-2-yl-indazol-5-yl)-2-methyl-pyrazol-3-yl]oxyethyl]-N-[(4-iodo-2,5-dimethyl-pyrazol-3-yl)methyl]carbamate